ClC1=C(COC2(COC2)C2=CC(=C(C=C2C)N=CN(C)CC)F)C=CC=C1 N'-(4-(3-((2-chlorobenzyl)oxy)oxetan-3-yl)-2-fluoro-5-methylphenyl)-N-ethyl-N-methylformimidamide